4-(methylpropylamino)butyl-lithium CN(CCCC[Li])CCC